CC1=CC=C2C(=N1)C1(C(N2)=O)CCCC1 5'-methylspiro[cyclopentane-1,3'-pyrrolo[3,2-b]pyridine]-2'(1'H)-one